5-bromo-1,2,4-triazole-3-carbonitrile BrC1=NC(=NN1)C#N